BrC=1C=C2C(=NN(C(C2=CC1)=O)CC(=O)OC)OC1(CCC1)C#N methyl 2-(6-bromo-4-(3-cis-cyanocyclobutoxy)-1-oxophthalazin-2(1H)-yl)acetate